(P)-proline N1[C@@H](CCC1)C(=O)O